FC=1C=CC=NC1C 5-Fluoro-6-methylpyridine